Ethyl 2-acetamido-6-cyano-6-(cyclobutylmethyl)-7-oxo-4,5,6,7-tetrahydrobenzo[b]thiophene-3-carboxylate C(C)(=O)NC1=C(C2=C(S1)C(C(CC2)(CC2CCC2)C#N)=O)C(=O)OCC